5-(2-(2-hydroxy-2-methylpropanamidyl)imidazo[1,2-b]pyridazin-6-yl)-2-methoxynicotinic acid, lithium salt [Li+].OC(C(=O)NC=1N=C2N(N=C(C=C2)C=2C=NC(=C(C(=O)[O-])C2)OC)C1)(C)C